FC(C=1C=C(C(=C(C=O)C1)C)[N+](=O)[O-])F 5-(difluoromethyl)-2-methyl-3-nitro-benzaldehyde